2-[2-oxo-6-(3-pyridyl)-3H-imidazo[4,5-b]pyridin-1-yl]acetamide O=C1N(C=2C(=NC=C(C2)C=2C=NC=CC2)N1)CC(=O)N